2-(1-octylquinolin-4(1H)-ylidene)malononitrile C(CCCCCCC)N1C=CC(C2=CC=CC=C12)=C(C#N)C#N